C1(CC1)S(=O)(=O)C1(CC1)C(=O)OCC1=CC=CC=C1 benzyl 1-(cyclopropylsulfonyl)cyclopropanecarboxylate